2-(1-(6-((2R,4S)-4-fluoro-2-(5-fluoro-2-methoxyphenyl)pyrrolidin-1-yl)imidazo[1,2-b]pyridazin-3-yl)-1H-1,2,3-triazol-4-yl)ethane-1-ol F[C@H]1C[C@@H](N(C1)C=1C=CC=2N(N1)C(=CN2)N2N=NC(=C2)CCO)C2=C(C=CC(=C2)F)OC